2-(3-ethylsulfonylpyridin-2-yl)-5-trifluoromethyl-benzoxazole C(C)S(=O)(=O)C=1C(=NC=CC1)C=1OC2=C(N1)C=C(C=C2)C(F)(F)F